ClC1=NC=C(C(=N1)C1=C(N=C(S1)C1=C(C=C(C=C1)CO)C)C)F [4-[5-(2-chloro-5-fluoropyrimidin-4-yl)-4-methyl-1,3-thiazol-2-yl]-3-methylphenyl]methanol